C(C1=CC=CC=C1)C1=CC=C(C=C1)NC1CCN(CC1)CC(CN1N=CN=C1)(O)C1=C(C=C(C=C1)F)F 1-(4-((4-benzylphenyl)amino)piperidin-1-yl)-2-(2,4-difluorophenyl)-3-(1H-1,2,4-triazol-1-yl)propan-2-ol